N1=C(C=CC=C1)C1(CC1)NC(=O)[C@@H]1CN(CC[C@H]1NC(=O)C=1OC(=CN1)C1=C(C=C(C=C1)F)F)C1CCCCC1 (3R,4R)-1-Cyclohexyl-4-{[5-(2,4-difluoro-phenyl)-oxazole-2-carbonyl]-amino}-piperidine-3-carboxylic acid (1-pyridin-2-yl-cyclopropyl)-amide